S-methyl 4-[2-[(3,4-dimethoxyphenyl)methoxy]ethylmethyl-amino]-4-methyl-pent-2-ynethioate COC=1C=C(C=CC1OC)COCCN(C(C#CC(SC)=O)(C)C)C